4-Chloro-2-(2-methoxyphenyl)-5-methylphenol ClC1=CC(=C(C=C1C)O)C1=C(C=CC=C1)OC